7-(4-amino-3-methoxyphenethoxy)-1-(2,4-dimethylphenyl)-N-ethyl-6-methoxy-3,4-dihydroisoquinoline NC1=C(C=C(CCOC2=C(C=C3CCN(C(C3=C2)C2=C(C=C(C=C2)C)C)CC)OC)C=C1)OC